1-(3-(4-chloro-3-((1-methyl-1H-1,2,4-triazol-3-yl)ethynyl)-1H-pyrrolo[2,3-b]pyridin-5-yl)phenyl)-4-(2-methoxyacetyl)piperazin-2-one ClC1=C2C(=NC=C1C=1C=C(C=CC1)N1C(CN(CC1)C(COC)=O)=O)NC=C2C#CC2=NN(C=N2)C